[Cl-].C(CCCCC)C(CCCCCCCCCCCCCP)(CCCCCC)CCCCCC tri-n-hexyl-tetradecylphosphine chloride